O=C1N(CCC(N1)=O)C1=CC=C(C=C1)N1CCC(CC1)C1=C(C=CC=C1)[C@]1(C(=NNC1)C1=CC=NC=C1)C1=CC(=C(C=C1)CCCC)F |r| rac-{4-[4-({1-[4-(2,4-dioxo-1,3-diazinan-1-yl)phenyl]piperidin-4-yl}phenyl)-3-(pyridin-4-yl)-1H-pyrazol-4-yl]-2-fluorophenyl}butane